N-(4-(2,5-difluorophenyl)-6-(3,3-difluoropyrrolidin-1-yl)pyrimidin-5-yl)-5-fluoro-6-methoxy-nicotinamide FC1=C(C=C(C=C1)F)C1=NC=NC(=C1NC(C1=CN=C(C(=C1)F)OC)=O)N1CC(CC1)(F)F